NC[C@H](CC(=O)O)CC(C)C (S)-3-(aminomethyl)-5-methylhexanoic acid